9',9''''-(5-(4,6-diphenylpyridin-2-yl)-1,3-phenylene)bis(9'H-9,3':6',9''-tercarbazole) C1(=CC=CC=C1)C1=CC(=NC(=C1)C1=CC=CC=C1)C=1C=C(C=C(C1)N1C2=CC=C(C=C2C=2C=C(C=CC12)N1C2=CC=CC=C2C=2C=CC=CC12)N1C2=CC=CC=C2C=2C=CC=CC12)N1C2=CC=C(C=C2C=2C=C(C=CC12)N1C2=CC=CC=C2C=2C=CC=CC12)N1C2=CC=CC=C2C=2C=CC=CC12